FC1=C(C=CC(=C1)F)C1=C(C=C2C(NC(NC2=C1SC[C@@H](CO)N(C)C)=O)=O)C(F)(F)F 7-(2,4-difluorophenyl)-8-(((R)-2-(dimethylamino)-3-hydroxypropyl)thio)-6-(trifluoromethyl)quinazoline-2,4(1H,3H)-dione